(Z)-6-hydroxy-2-(4-hydroxy-3-nitrobenzylidene)benzofuran-3(2H)-one OC1=CC2=C(C(/C(/O2)=C/C2=CC(=C(C=C2)O)[N+](=O)[O-])=O)C=C1